FC1=C(C=CC=C1NS(=O)(=O)NC)CN1C(OC2=C([C@@H]1C)C=CC(=C2)OC2=NC=CC=N2)=O (S)-3-{[2-fluoro-3-(methylaminosulfonylamino)phenyl]methyl}-4-methyl-7-(2-pyrimidinyloxy)-3,4-dihydro-2H-1,3-benzoxazin-2-one